BrC1=NC(=CC(=C1)C1N(CCN(C1C)C(=O)OC(C)(C)C)C(=O)OC(C)(C)C)Cl di-tert-butyl 2-(2-bromo-6-chloropyridin-4-yl)-3-methylpiperazine-1,4-dicarboxylate